(3R)-3-Amino-5-[(4-chlorophenyl)methyl]-8-fluoro-7-[5-(2-fluoroethyl)-1,3,4-oxadiazol-2-yl]-1,1-dioxo-2,3-dihydro-1λ6,5-benzothiazepin-4-one N[C@H]1CS(C2=C(N(C1=O)CC1=CC=C(C=C1)Cl)C=C(C(=C2)F)C=2OC(=NN2)CCF)(=O)=O